C(C)N(CC)CC=O diethylaminoacetaldehyde